The molecule is a member of the class of triazoles that is 1-chloro-4-(3-phenylpropyl)benzene substituted at position 3 of the propyl moiety by cyano and 1,2,4-triazol-1-ylmethyl groups. It is a member of triazoles, a nitrile and a member of monochlorobenzenes. C1=CC=C(C=C1)C(CCC2=CC=C(C=C2)Cl)(CN3C=NC=N3)C#N